OC(CO)C1=C2C(=NC=C1)N(N=C2CNC(C=C)=O)C2=CC=C(C=C2)OC(F)(F)F N-((4-(1,2-Dihydroxyethyl)-1-(4-(trifluoromethoxy)phenyl)-1H-pyrazolo[3,4-b]pyridin-3-yl)methyl)acrylamide